4-((3-(4-(2-(2-aminopyridin-3-yl)-5-phenyl-3H-imidazo[4,5-b]pyridin-3-yl)phenyl)pyrrolidin-1-yl)methyl)cyclohexane-1-carboxylic acid NC1=NC=CC=C1C1=NC=2C(=NC(=CC2)C2=CC=CC=C2)N1C1=CC=C(C=C1)C1CN(CC1)CC1CCC(CC1)C(=O)O